The molecule is a 2-[4-methyl-5-oxo-4-(propan-2-yl)-4,5-dihydro-1H-imidazol-2-yl]quinoline-3-carboxylic acid that has S-configuration. It is a conjugate acid of a (S)-imazaquin(1-). It is an enantiomer of a (R)-imazaquin. CC(C)[C@]1(C(=O)NC(=N1)C2=NC3=CC=CC=C3C=C2C(=O)O)C